C(C=C)SCCC1=CC=C(C=C1)OC(F)(F)F 2-allylthio-1-(4-trifluoromethoxyphenyl)ethane